FC=1C(=CC(=C(C(=O)NC2=C(C=C(C=C2)C(F)(F)F)C)C1)O[C@H](C(F)(F)F)C)N1N=C2COCCN2C1=O 5-fluoro-N-[2-methyl-4-(trifluoromethyl)phenyl]-4-(3-oxo-5,6-dihydro-3H-[1,2,4]triazolo[3,4-c][1,4]oxazin-2(8H)-yl)-2-{[(2S)-1,1,1-trifluoropropan-2-yl]oxy}benzamide